[Au].C=1(C(O)=CC=C(CC=C)C1)OC eugenol gold